3-(2-oxotetrahydrofuran-3-yl)pyrrolidine-1-carboxylic acid tert-butyl ester C(C)(C)(C)OC(=O)N1CC(CC1)C1C(OCC1)=O